FC1=C(C=CC(=C1)F)[C@@H]1N(CCC1)C1=NC=2N(C=C1)N=CC2C2=CC=CC(=N2)N2CCC(CC2)N(C)CC2=CC=C(C=C2)N2C(NC(CC2)=O)=O (R)-1-(4-(((1-(6-(5-(2-(2,4-difluorophenyl)pyrrolidin-1-yl)pyrazolo[1,5-a]pyrimidin-3-yl)pyridin-2-yl)piperidin-4-yl)(methyl)amino)methyl)phenyl)dihydropyrimidine-2,4(1H,3H)-dione